C(CCCC)(=O)NC=1C=C(SC1)C1=CN=CC(=N1)C=1CC=NCC1 4-(6-(4-valeramidothiophen-2-yl)-pyrazin-2-yl)-3,6-dihydropyridine